1-(1-(1-bromo-4-methoxynaphthalen-2-yl)ethylidene)-2-p-Tolylhydrazine BrC1=C(C=C(C2=CC=CC=C12)OC)C(C)=NNC1=CC=C(C=C1)C